[Bi](=[Se])=[Te] bismuth selenide telluride